8-chloro-3,4-dihydro-2,7-naphthyridine-2(1H)-carboxylic acid tert-butyl ester C(C)(C)(C)OC(=O)N1CC2=C(N=CC=C2CC1)Cl